FC1=CC=CC2=C1N=C(O2)[C@H]2N(CCC1=C2N=CN1)C(=O)C1=C(N=C(O1)C(C)(C)O)C (S)-(4-(4-fluorobenzo[d]oxazol-2-yl)-6,7-dihydro-1H-imidazo[4,5-c]pyridin-5(4H)-yl)(2-(2-hydroxypropan-2-yl)-4-methyloxazol-5-yl)methanone